C(CCC)C1N(CCCC1)C butyl-1-methylpiperidine